OC[C@H]1CN(CCC1)C(=O)OC(C)(C)C |r| (±)-tert-butyl 3-(hydroxymethyl)piperidine-1-carboxylate